(3R,5R)-3-((6-((S)-amino(cyclohexyl)methyl)-3-morpholinoimidazo[1,2-b][1,2,4]triazin-2-yl)methyl)-5-(trifluoromethyl)piperidin-2-one N[C@H](C=1N=C2N(N=C(C(=N2)N2CCOCC2)C[C@@H]2C(NC[C@@H](C2)C(F)(F)F)=O)C1)C1CCCCC1